CC(CCCCCCC=CCCCCC(=O)O)C 14-methylpentadec-6-enoic acid